ClC1=CC(=C(C(=O)NC=2SC3=C(N2)C=CC=C3C(=O)O)C=C1)OC 2-(4-chloro-2-methoxybenzamido)benzo[d]thiazole-7-carboxylic acid